phenylpropionic acid methylamine salt CN.C1(=CC=CC=C1)C(C(=O)O)C